C[C@@H]1C(N(C2=C(O1)C=C(C=C2)NC(=O)NC2CC(C2)C(F)(F)F)[C@@H](C)C2=CC(=CC=C2)OC(F)(F)F)=O 1-((R)-2-methyl-3-oxo-4-((S)-1-(3-(trifluoromethoxy)phenyl)ethyl)-3,4-dihydro-2H-benzo[b][1,4]oxazin-7-yl)-3-((1s,3S)-3-(trifluoromethyl)cyclobutyl)urea